trans-4-((4-(2-Cyclopropyloxazol-4-yl) pyridin-2-yl)((trans-4-(5-methoxy-6-methylpyridin-2-yl)cyclohexyl)methyl) carbamoyl)cyclohexyl ethyl(2-hydroxyethyl)carbamate C(C)N(C(O[C@@H]1CC[C@H](CC1)C(N(C[C@@H]1CC[C@H](CC1)C1=NC(=C(C=C1)OC)C)C1=NC=CC(=C1)C=1N=C(OC1)C1CC1)=O)=O)CCO